CC1=C[C@H]([C@@H](CC1)C(=C)C)C1=C(C=C(C=C1O)CCC)O 2-[(1R,6R)-3-Methyl-6-(1-methylethenyl)-2-cyclohexen-1-yl]-5-propyl-1,3-benzenediol